1-acryloylazetidin-3-one C(C=C)(=O)N1CC(C1)=O